S1C=C(C=C1)CNC(C)=O N-(thien-3-ylmethyl)acetamide